1-(2,3-dihydrobenzo[b][1,4]dioxin-6-yl)-3-(3-(4-fluoro-2-hydroxyphenyl)pyrrolidine-1-yl)propan-1-one O1C2=C(OCC1)C=C(C=C2)C(CCN2CC(CC2)C2=C(C=C(C=C2)F)O)=O